3-fluoro-N-hydroxy-4-((isobutyl(pyridin-3-ylmethyl)amino)methyl)benzamide FC=1C=C(C(=O)NO)C=CC1CN(CC=1C=NC=CC1)CC(C)C